FC1=C(C(=CC2=C1C[C@@H](CS2)NCCC2(CCC2)CO)O)N2CC(N[SH2]2=O)=O 5-[(3S)-5-fluoro-7-hydroxy-3-({2-[1-(hydroxymethyl)cyclobutyl]ethyl}amino)-3,4-dihydro-2H-1-benzothiopyran-6-yl]-1λ6,2,5-thiadiazolidine-1,3-dione